magnesium-cerium [Ce].[Mg]